C(CC)OC(NC1=C(C=C(C=C1)N(C)CC1=CC=C(C=C1)C(C)C)C)=O {4-[(4-Isopropylbenzyl)-(methyl)amino]-2-methyl-phenyl}-carbamic acid propyl ester